(S)-7-((9,9-difluoro-7-methyl-9H-fluorene-3-carbonyl)glycyl)-1,4-dioxa-7-azaspiro[4.4]nonane-8-carboxylic acid FC1(C2=CC(=CC=C2C=2C=C(C=CC12)C(=O)NCC(=O)N1CC2(OCCO2)C[C@H]1C(=O)O)C)F